1-(3,3-dimethylcyclohexyl)ethan-1-ol CC1(CC(CCC1)C(C)O)C